7-((3-hydroxypropyl)amino)-1-(4-(trifluoromethyl)phenyl)-1,2,3,4-tetrahydro-5H-benzo[b]azepin-5-one OCCCNC1=CC2=C(N(CCCC2=O)C2=CC=C(C=C2)C(F)(F)F)C=C1